stearylpyridine chloride [Cl-].C(CCCCCCCCCCCCCCCCC)C1=NC=CC=C1